1-tetradecanoyl-2-(8Z,11Z,14Z,17Z-eicosatetraenoyl)-sn-glycero-3-phosphocholine CCCCCCCCCCCCCC(=O)OC[C@H](COP(=O)([O-])OCC[N+](C)(C)C)OC(=O)CCCCCC/C=C\C/C=C\C/C=C\C/C=C\CC